[(5-methyl-1H-pyrazol-4-yl)methyl]({2-[(9R)-9-(pyridin-2-yl)-6-oxaspiro[4.5]decan-9-yl]ethyl})amine CC1=C(C=NN1)CNCC[C@]1(CCOC2(CCCC2)C1)C1=NC=CC=C1